(S)-1-(2,6-difluorophenyl)-N-(4-(3-hydroxypyrrolidin-1-yl)-1,2-dimethyl-1H-benzo[d]imidazol-5-yl)-6-oxo-1,6-dihydropyridazine-3-carboxamide FC1=C(C(=CC=C1)F)N1N=C(C=CC1=O)C(=O)NC1=C(C2=C(N(C(=N2)C)C)C=C1)N1C[C@H](CC1)O